N(C(=N)N)CC=1C=CC(=NC1)NC(=O)C12CCC(CC1)(CC2)C(=O)NC2=CC=C(C=C2)C=2CCN(CC2)C(N)=N bicyclo[2.2.2]octane-1,4-dicarboxylic acid [4-(1-carbamimidoyl-1,2,3,6-tetrahydro-pyridin-4-yl)-phenyl]-amide (5-guanidinomethyl-pyridin-2-yl)-amide